2-(difluoromethyl)-5-(6-((4-(3-fluorooxetan-3-yl)-1H-1,2,3-triazol-1-yl)methyl)pyridin-3-yl)-1,3,4-oxadiazole FC(C=1OC(=NN1)C=1C=NC(=CC1)CN1N=NC(=C1)C1(COC1)F)F